N-benzyl-4-chloro-2-{1-[(9R,13S)-3,9-dimethyl-8-oxo-3,4,7,15-tetraazatricyclo[12.3.1.02,6]octadeca-1(18),2(6),4,14,16-pentaen-13-yl]-6-oxo-1,6-dihydropyrimidin-4-yl}benzamide C(C1=CC=CC=C1)NC(C1=C(C=C(C=C1)Cl)C=1N=CN(C(C1)=O)[C@H]1CCC[C@H](C(NC=2C=NN(C2C=2C=CN=C1C2)C)=O)C)=O